C1=C(C(=CC(=C1O)O)[N+](=O)[O-])/C=C/C(=O)O nitrocaffeic acid